COC=1C=C(C(=O)OCC#CC=2C=C(C(=C(C2)C(N)=O)N)C2=CC=C(C=C2)S(N)(=O)=O)C=CC1 3-(6-amino-5-carbamoyl-4'-sulfamoyl-[1,1'-biphenyl]-3-yl)prop-2-yn-1-yl 3-methoxybenzoate